COC(=O)C1=CC=2CCCC(C2C(=C1)C([2H])([2H])[2H])=O 4-(methyl-d3)-5-oxo-5,6,7,8-tetrahydronaphthalene-2-carboxylic acid methyl ester